ClCC(CO)(CO)CCl 2,2-bis(chloromethyl)-1,3-Propylene glycol